Cl.C[C@@H]1N(CCNC1)C(CCC1=NC2=CC=CC=C2C(N1)=O)=O 2-[3-[(2S)-2-methylpiperazin-1-yl]-3-oxo-propyl]-3H-quinazolin-4-one hydrochloride